O[C@H]1C[C@H](CC1)NC1=NN=C(C2=CC=CC=C12)C1=C(C=C(C=C1)C(F)(F)F)O 2-[4-[[(1s,3r)-3-hydroxycyclopentyl]amino]phthalazin-1-yl]-5-(trifluoromethyl)phenol